3-amino-N-(5-(3-(3,3-dimethylbutoxy)phenyl)-4-(2-isopropylphenyl)thiazol-2-yl)benzenesulfonamide NC=1C=C(C=CC1)S(=O)(=O)NC=1SC(=C(N1)C1=C(C=CC=C1)C(C)C)C1=CC(=CC=C1)OCCC(C)(C)C